7-(2,2,2-Trifluoroethyl)-4,7-diazaspiro[2.5]octane bis(2,2,2-trifluoroacetate) FC(C(=O)O)(F)F.FC(C(=O)O)(F)F.FC(CN1CCNC2(CC2)C1)(F)F